C1(C2=CC=C(C(N1C(CCO)O)=O)C=C2)=O terephthalimido-1,3-propanediol